ON(C(CCN)CC)O N,N-dihydroxyethyl-1,3-propanediamine